C[C@H]1[C@H](N(CC1)[C@@H](C)C1=CC=CC=C1)C(=O)OCC ethyl (2S,3R)-3-methyl-1-[(1S)-1-phenylethyl]pyrrolidine-2-carboxylate